O.N1=CC=CC2=CC=C3C=CC=NC3=C12 1,10-Phenanthrolin Monohydrat